O=C1NC(CCC1N1C(C2=C(C=CC(=C2C1=O)N1CCN(CC1)CCC(=O)N1CCC(CC1)NC(OC(C)(C)C)=O)F)=O)=O tert-butyl (1-(3-(4-(2-(2,6-dioxopiperidin-3-yl)-7-fluoro-1,3-dioxoisoindolin-4-yl)piperazin-1-yl) propanoyl)piperidin-4-yl)carbamate